C(C)(C)(C)OC(=O)N1CCC(CC1)C1=NC(=CC=C1)OCC1=C(C=C(C=C1)C#N)F 4-(6-((4-cyano-2-fluorobenzyl)oxy)pyridin-2-yl)piperidine-1-carboxylic acid tert-butyl ester